C(C)(=O)O.C(C)OC(=O)COC=1C=C(SC1)C=1C(=C(S(C1)(C=1SC=C(C1)OCC(=O)OCC)(C=1SC=C(C1)OCC(=O)OCC)C=1SC=C(C1)OCC(=O)OCC)C1=CC=C(O[Na])C=C1)C=1SC=C(C1)OCC(=O)OCC {4-[penta-(4-ethoxycarbonylmethoxy-thiophenyl)-thiophenyl]-phenoxy}-sodium acetate